O1C=NC2=C1C=C(C=C2)CN(C(C(=O)O)=O)C(C)C2=NC=CC=C2F 2-((Benzo[d]oxazol-6-ylmethyl)(1-(3-fluoropyridin-2-yl)ethyl)amino)-2-oxoacetic acid